OC(CNS(=O)(=O)C1=CC=C(C=C1)B1OC(C(O1)(C)C)(C)C)CO N-(2,3-dihydroxypropyl)-4-(4,4,5,5-tetramethyl-1,3,2-dioxaborolan-2-yl)benzenesulfonamide